Cl.FC(OC1=CC=C(OC2CCNCC2)C=C1)F 4-[4-(difluoromethoxy)phenoxy]piperidine hydrochloride